ClC=1C=C2C(=C3C1NC(NC31CCCCC1)=O)OC(=N2)CNCC(=O)OC methyl 2-({5-chloro-7-oxo-7,8-dihydro-6H-spiro[[1,3]oxazolo[5,4-f]quinazoline-9,1'-cyclohexane]-2-ylmethyl}amino)acetate